dibenzyl muconate C(\C=C\C=C\C(=O)OCC1=CC=CC=C1)(=O)OCC1=CC=CC=C1